5-(4-(2-(2-methylpyridin-4-yl)ethynyl)phenoxy)-1H-1,2,3-triazole-4-carboxylic acid CC1=NC=CC(=C1)C#CC1=CC=C(OC2=C(N=NN2)C(=O)O)C=C1